γ-glycidoxypropylphenyldimethoxysilane C(C1CO1)OCCC[Si](OC)(OC)C1=CC=CC=C1